N-[2-[2-(2,6-diaminohexanoyl-amino)ethoxy]ethyl]-4-[[3-[4-(difluoromethoxy)phenyl]imidazo[1,2-a]pyrazin-8-yl]amino]-2-methylbenzamide NC(C(=O)NCCOCCNC(C1=C(C=C(C=C1)NC=1C=2N(C=CN1)C(=CN2)C2=CC=C(C=C2)OC(F)F)C)=O)CCCCN